NC1(CCN(CC1)C1=NC2=CC=C(C=C2C(=N1)C1=CC(=C(C#N)C=C1)F)C1=C(C=CC=C1C(F)(F)F)F)C 4-(2-(4-Amino-4-methylpiperidin-1-yl)-6-(2-fluoro-6-(trifluoromethyl)phenyl)quinazolin-4-yl)-2-fluorobenzonitrile